N-(6-cyano-1-cyclobutyl-1H-benzo[d]imidazol-2-yl)-2,3,3-trimethylbutanamide C(#N)C=1C=CC2=C(N(C(=N2)NC(C(C(C)(C)C)C)=O)C2CCC2)C1